N-cyclohexyl-3-(3,7-dimethylocta-2,6-dien-1-yl)-2,4-dihydroxy-N-methyl-6-pentylbenzamide C1(CCCCC1)N(C(C1=C(C(=C(C=C1CCCCC)O)CC=C(CCC=C(C)C)C)O)=O)C